BrC=1C=C(SC1)CBr 4-bromo-2-(bromomethyl)thiophene